1-(3-(1H-1,2,3-triazol-1-yl)oxetan-3-yl)-4-benzylpiperazine N1(N=NC=C1)C1(COC1)N1CCN(CC1)CC1=CC=CC=C1